3-Tetrahydropyran-3-ylisoxazolidine TFA salt OC(=O)C(F)(F)F.O1CC(CCC1)C1NOCC1